ClC=1C=CC(=C(CNCC(C)(C)NC(OC(C)(C)C)=O)C1)OCC tert-butyl (1-((5-chloro-2-ethoxybenzyl)amino)-2-methylpropan-2-yl)carbamate